1,4-diazepinon N=1C(C=NC=CC1)=O